O=C1NC(CCC1N1C(C2=CC=C(C=C2C1=O)OC1CCNCC1)=O)=O 2-(2,6-dioxopiperidin-3-yl)-5-piperidin-4-yloxyisoindole-1,3-dione